(S)-N-(5-cyclopropyl-1H-pyrazol-3-yl)-2-(6-fluoro-7-methylimidazo[1,2-a]pyridin-2-yl)propanamide C1(CC1)C1=CC(=NN1)NC([C@@H](C)C=1N=C2N(C=C(C(=C2)C)F)C1)=O